bis(biphenyl-4-yl)(3'-(9H-carbazol-9-yl)biphenyl-4-yl)amine C1(=CC=C(C=C1)N(C1=CC=C(C=C1)C1=CC(=CC=C1)N1C2=CC=CC=C2C=2C=CC=CC12)C1=CC=C(C=C1)C1=CC=CC=C1)C1=CC=CC=C1